2-cyclooctyl acetate C(C)(=O)OC1CCCCCCC1